5-cyclopentylsulfonyl-1H-pyrazolo[3,4-b]pyridine C1(CCCC1)S(=O)(=O)C=1C=C2C(=NC1)NN=C2